tert-butyl (2R,3S,4S)-4-[(tert-butoxycarbonyl)oxy]-2-{[4-(difluoromethoxy)phenyl]methyl}-3-[(4-nitrophenoxycarbonyl)oxy]pyrrolidine-1-carboxylate C(C)(C)(C)OC(=O)O[C@@H]1[C@H]([C@H](N(C1)C(=O)OC(C)(C)C)CC1=CC=C(C=C1)OC(F)F)OC(=O)OC1=CC=C(C=C1)[N+](=O)[O-]